cis-3-(1-(difluoromethyl)-1H-pyrazol-4-yl)-1-(3-fluoro-2-methylphenyl)cyclopentane-1-carboxylic acid FC(N1N=CC(=C1)[C@@H]1C[C@@](CC1)(C(=O)O)C1=C(C(=CC=C1)F)C)F